BrC1=CC2=C(N=C(S2)CC2=CC=C(C#N)C=C2)C=C1 4-((6-bromobenzo[d]thiazol-2-yl)methyl)benzonitrile